C(C)\C(=C(/C(=O)OC1=NC=NC(=C1)C1=C(C=CC(=C1)Cl)N1N=NC(=C1)Cl)\C)\C(\CCCCCC)=C\C1=CC=C(C=C1)F 6-(5-chloro-2-(4-chloro-1H-1,2,3-triazol-1-yl)phenyl)pyrimidin-4-ol ethyl-(E)-4-((E)-4-fluorobenzylidene)-2-methyldec-2-enoate